O1CCC2NC3C=CC=CC3=C21 tetrahydrofurano[3,2-b]indoline